5-(benzyloxy)-2-methyl-N-(1-methyl-1H-pyrazol-3-yl)benzofuran-3-carboxamide C(C1=CC=CC=C1)OC=1C=CC2=C(C(=C(O2)C)C(=O)NC2=NN(C=C2)C)C1